C(C1=CC=CC=C1)N([C@@H]1CC[C@H](CC1)O)CC1=CC=CC=C1 trans-4-(dibenzylamino)cyclohexanol